OB1OC=2C(=C3C(=NC2)NC=C3)C(=C1)[C@H]1C[C@H](C1)NS(=O)(=O)CC1=CC=CC=C1 N-(cis-3-(7-hydroxy-3,7-dihydro-[1,2]oxaborinino[5,6-d]pyrrolo[2,3-b]pyridin-9-yl)cyclobutyl)-1-phenylmethanesulfonamide